BrC1=CC=C(S1)C1=CC=NC=C1 4-(5-bromothiophen-2-yl)pyridine